FCC(C(=O)O)C 3-fluoro-methylpropanoic acid